2-(4-(1-propenoyl-2,5-dihydro-1H-pyrrol-3-yl)-1H-pyrazol-1-yl)-N-(5-cyclopropyl-1H-pyrazol-3-yl)acetamide 1,2-phenylenebis(methylene)(E,E)-bis(N,N'-dimethylcarbamimidothioate) C1(=C(C=CC=C1)CN(\C(=N/C)\S)C)CN(\C(=N/C)\S)C.C(C=C)(=O)N1CC(=CC1)C=1C=NN(C1)CC(=O)NC1=NNC(=C1)C1CC1